CN1N=C(C=C1)NC1=CC(=C2C(=N1)NC(=C2)C#N)C2=CC(=C(C=C2)CN2CCOCC2)C 6-(1-methyl-1H-pyrazol-3-ylamino)-4-(3-methyl-4-(morpholinomethyl)phenyl)-1H-pyrrolo[2,3-b]pyridinecarbonitrile